C1(=C2N(C=N1)CCC2)C(C(=O)NC=2SC=CN2)N2N=C1C=C(C=C(C1=C2)F)C=2C=NC(=CC2)N2CCNCC2 2-(6,7-dihydro-5H-pyrrolo[1,2-c]imidazol-1-yl)-2-[4-fluoro-6-(6-piperazin-1-yl-3-pyridyl)indazol-2-yl]-N-thiazol-2-yl-acetamide